CC(CNC(=O)C12CC3(CC(CC(C1)C3)C2)C2=CC=CC=C2)(C)N2CCOCC2 N-[2-methyl-2-(morpholin-4-yl)propyl]-3-phenyladamantane-1-carboxamide